N-(3-(4-methylpent-1-yloxy)propyl)-3-(pyrrolidinyl)propan-1-amine CC(CCCOCCCNCCCN1CCCC1)C